FC(C1=NN(C(=C1)C(F)F)CC(=O)N1CCC(CC1)C=1SC=C(N1)C1=NO[C@@H](C1)C1=C(C=CC=C1Cl)CS(=O)(=O)O)F.CC(C)CCC(C)C 2,5-dimethyl-n-hexane 2-{(5S)-3-[2-(1-{[3,5-Bis(difluoromethyl)-1H-pyrazol-1-yl]acetyl}piperidin-4-yl)-1,3-thiazol-4-yl]-4,5-dihydro-1,2-oxazol-5-yl}-3-chlorophenyl-methanesulfonat